C(CCC)C1=NC=2C(=C3C(=NC2N)C=CS3)N1CC=1SC=C(N1)CN1CCC(CC1)C1=CC=NC=C1 2-butyl-1-((4-((4-(pyridin-4-yl)piperidin-1-yl)methyl)thiazol-2-yl)methyl)-1H-imidazo[4,5-d]thieno[3,2-b]pyridin-4-amine